C(C)N(C)[Ta+2]=NC(C)(C)C (ethylmethylamino)(t-butylimino)tantalum (V)